(8aS)-1,2,3,4,6,7,8,8a-octahydropyrrolo[1,2-a]pyrazine C1[C@H]2N(CCN1)CCC2